[Na+].CC1=NN=C(S1)NS([O-])(=O)=O 5-methyl-1,3,4-thiadiazol-2-yl-sulfamic acid sodium salt